8-sulfonaphthalene S(=O)(=O)(O)C=1C=CC=C2C=CC=CC12